ClC=1C=C2C(C3=C(C=NC=C3)C2=CC1)O 7-chloro-5H-indeno[1,2-c]pyridin-5-ol